ClC1=CC=C2N3C=NC(=C3CC3=C(N=NN3C2=C1)C(=O)OCC)C(=O)OC(C)(C)C 9-tert-butyl 5-ethyl 16-chloro-2,3,4,10,12-pentaazatetracyclo[11.4.0.02,6.08,12]heptadeca-1(17),3,5,8,10,13,15-heptaene-5,9-dicarboxylate